C(C)OC(=O)C=1C=2N(C=CC1)C(=NC2)C2=CC(=CC(=C2)F)F 3-(3,5-difluorophenyl)imidazo[1,5-a]Pyridine-8-carboxylic acid ethyl ester